N-[[6-[1-[bis(cyclobutylmethyl)amino]-2-phenyl-ethyl]imidazo[1,2-a]pyridin-2-yl]methyl]-4-oxo-pyrido[1,2-a]pyrimidine-2-carboxamide C1(CCC1)CN(C(CC1=CC=CC=C1)C=1C=CC=2N(C1)C=C(N2)CNC(=O)C=2N=C1N(C(C2)=O)C=CC=C1)CC1CCC1